C(C)(C)(C)OC(N(C)C1=NC(=C(C=C1)Br)F)=O N-(5-bromo-6-fluoro-pyridin-2-yl)-N-methyl-carbamic acid tert-butyl ester